4-propyl-resorcinol C(CC)C1=C(C=C(O)C=C1)O